[Rh](Cl)(Cl)(Cl)Cl.CC1C(C(C(C1C)C)C)C 1,2,3,4,5-pentamethylcyclopentane rhodium tetrachloride